C1(=CC=CC=C1)NC1=CC=2C3=C(C=CC2C=C1)C=CC=1N=C(OC13)C1=CC=CC=C1 N,2-diphenylphenanthro[3,4-d]oxazole-10-amine